bicyclo(2.2.2)-octa-5-ene-2,3-dicarboxylic acid C12C(C(C(C=C1)CC2)C(=O)O)C(=O)O